C(C)(C)(C)C=1C(=C(C=C(C1)CCC(=O)OCC(CCCC)CC)N1N=C2C(=N1)C=CC(=C2)Cl)O 2-[3'-tert.-butyl-5'-(2-(2-ethylhexyloxy)-carbonylethyl)-2'-hydroxyphenyl]-5-chlorobenzotriazole